N-[7-morpholino-5-[4-[(5-piperazin-1-ylpyrimidin-2-yl)amino]cyclohexoxy]-1,6-naphthyridin-3-yl]methanesulfonamide O1CCN(CC1)C1=NC(=C2C=C(C=NC2=C1)NS(=O)(=O)C)OC1CCC(CC1)NC1=NC=C(C=N1)N1CCNCC1